1-Phenyl-4,5,6,7-tetrahydro-1H-indazole-3-carboxylic acid C1(=CC=CC=C1)N1N=C(C=2CCCCC12)C(=O)O